C(C)(C)(C)OC(=O)N1C(CCCC1)CCC#CC1=CC=CC=2N(C(N(C21)C)=O)C2C(NC(CC2)=O)=O [4-[1-(2,6-Dioxopiperidin-3-yl)-3-methyl-2-oxo-1,3-benzodiazol-4-yl]But-3-yn-1-yl]Piperidine-1-carboxylic acid tert-butyl ester